NC=1C2=C(N=CN1)N(C1=C2N=CC=C1)CC(=O)O 2-(4-amino-9H-pyrido[2',3':4,5]pyrrolo[2,3-d]pyrimidin-9-yl)acetic acid